3-(2-(aminooxy)ethoxy)acrylamide NOCCOC=CC(=O)N